2-{[(2S)-1,4-dioxan-2-yl]methyl}-4-methyl-N-[(1-methyl-1H-pyrazol-3-yl)methyl]-8-(trifluoromethyl)-4,5-dihydro-2H-furo[2,3-g]indazole-7-carboxamide O1[C@H](COCC1)CN1N=C2C3=C(CC(C2=C1)C)OC(=C3C(F)(F)F)C(=O)NCC3=NN(C=C3)C